N=1C=NN2C=NC(=CC21)OC2=C(C=C(C=C2)NC=2C1=C(N=CN2)C=CC(=N1)Cl)C N-(4-([1,2,4]triazolo[1,5-c]pyrimidin-7-yloxy)-3-methylphenyl)-6-chloropyrido[3,2-d]pyrimidin-4-amine